2-(hydroxyphenyl)-3-(2-methoxyphenyl)-2-propen-1-one OC1=C(C=CC=C1)C(C=O)=CC1=C(C=CC=C1)OC